6-((2-(((tert-butyldimethylsilyl)oxy)methyl)-4-(8-cyanoquinolin-5-yl)-6-methylpiperazin-1-yl)methyl)-5-(methoxymethoxy)-3,4-dihydroisoquinoline-2(1H)-carboxylic acid tert-butyl ester C(C)(C)(C)OC(=O)N1CC2=CC=C(C(=C2CC1)OCOC)CN1C(CN(CC1C)C1=C2C=CC=NC2=C(C=C1)C#N)CO[Si](C)(C)C(C)(C)C